BrCC1=C(C(=C(C=C1)Cl)F)F 1-(bromomethyl)-4-chloro-2,3-difluorobenzene